CN(CCC1=CNC2=CC=CC(=C12)OC(C1=NC=C(C=C1)C)=O)C.CN(CCCC=C(C(=O)N)C)C 3-(dimethylamino)propyl-methacrylamide 3-(2-(dimethylamino)ethyl)-1H-indol-4-yl-5-methylpicolinate